CN1C(=NN=C1)C[C@@H](C)C=1C=C(C=CC1)NC(=O)C1=NC(=CN=C1)C(F)(F)F (R)-N-(3-(1-(4-methyl-4H-1,2,4-triazol-3-yl)propan-2-yl)phenyl)-6-(trifluoromethyl)pyrazine-2-carboxamide